imidazo[1,2-a]pyridin-7(1H)-one N1C=CN2C1=CC(C=C2)=O